N1=CC=C(C2=NC=CC=C12)C1=CC(=NN1)NC1=CN=C2C(=N1)N(C=C2)CC2(CCNCC2)F N-(5-(1,5-naphthyridin-4-yl)-1H-pyrazol-3-yl)-5-((4-fluoropiperidin-4-yl)methyl)-5H-pyrrolo[2,3-b]pyrazin-3-amine